1-(3,5-dichloro-2,4-dIFLUOROPHENyl)-3-(2,6-dIFLUOROBENZYL)urea ClC=1C(=C(C=C(C1F)Cl)NC(=O)NCC1=C(C=CC=C1F)F)F